tert-Butyl 3-cyano-3-(6-methylpyridin-3-yl)azetidine-1-carboxylate C(#N)C1(CN(C1)C(=O)OC(C)(C)C)C=1C=NC(=CC1)C